phosphabenzene-3,5-diol P1=CC(=CC(=C1)O)O